C1=C2C=3C4=C(C=CC3NC2=CC=C1)C=1C=CC=CC1C4 5,12-dihydroindeno[1,2-c]carbazole